C(C)(C)(C)OC(=O)N1C(CCC2=CC(=CC=C12)OC=1C=NC(=CC1)OC)=O 6-((6-methoxypyridin-3-yl)oxy)-2-oxo-3,4-dihydroquinoline-1(2H)-carboxylic acid tert-butyl ester